NC1CCCCC1 aminocyclohexane